calcium lignoceric acid C(CCCCCCCCCCCCCCCCCCCCCCC)(=O)O.[Ca]